3'-fluoro-N-(5-(((1s,4s)-4-hydroxy-4-methylcyclohexyl)methoxy)-1,3,4-thiadiazol-2-yl)-5'-methoxy-2',6-dimethyl-(4,4'-bipyridine)-3-carboxamide FC=1C(=NC=C(C1C1=C(C=NC(=C1)C)C(=O)NC=1SC(=NN1)OCC1CCC(CC1)(C)O)OC)C